CC1=CC=C(C=C1)S(=O)(=O)OCCCCCCCCC(=O)N[C@H]1[C@H](CC[C@H](C1)N(C)C(C)C)N1C([C@H](CC1)NC1=NC=NC2=CC=C(C=C12)C(F)(F)F)=O 9-(((1R,2S,5R)-5-(isopropyl(methyl)amino)-2-((S)-2-oxo-3-((6-(trifluoromethyl)quinazolin-4-yl)amino)pyrrolidin-1-yl)cyclohexyl)amino)-9-oxononyl 4-methylbenzenesulfonate